ClC1=NC=C2N=CN(C2=N1)CC1=CC=C(C=C1)C=1N(C=C(N1)C(F)(F)F)C(C)C 2-chloro-9-(4-(1-isopropyl-4-(trifluoromethyl)-1H-imidazol-2-yl)benzyl)-9H-purine